FC(C1=NN(C=C1NC(C1=NC(=CC=C1)C1=NNC=C1)=O)C1CN(C1)C1CCN(CC1)S(=O)(=O)C)F N-(3-(difluoromethyl)-1-(1-(1-(methylsulfonyl)piperidin-4-yl)azetidin-3-yl)-1H-pyrazol-4-yl)-6-(1H-pyrazol-3-yl)-2-picolinamide